(S)-3-amino-5-phenylpentanoic acid N[C@H](CC(=O)O)CCC1=CC=CC=C1